COC1=C(N)C=C(C=C1)OC1=CC=C(C=C1)C(F)(F)F 2-methoxy-5-(4-(trifluoromethyl)phenoxy)aniline